4-methyl-Indane CC1=C2CCCC2=CC=C1